1-[2-(ethoxymethyl)-9-methoxy-imidazo[4,5-c]quinolin-1-yl]-2-methyl-propan-2-ol C(C)OCC=1N(C2=C(C=NC=3C=CC=C(C23)OC)N1)CC(C)(O)C